C(C)(C)C=1C=NN(C1)C1=CC=C(C=N1)S(=O)(=O)N(C)C=1C(=CC=C2C=NN(C12)C)OC 6-(4-isopropylpyrazol-1-yl)-N-(6-methoxy-1-methylindazol-7-yl)-N-methylpyridine-3-sulfonamide